ClC=1C2=C(N=CN1)N(CC2)C(=O)[O-].[K+] potassium 4-chloro-5,6-dihydropyrrolo[2,3-d]pyrimidine-7-carboxylate